NC=1N=NC(=CC1N1CC2CCC(C1)N2C2=NC=C(C=N2)C2CCN(CC2)C2CCC(CC2)OC2=NOC(=C2)C(C(=O)OCC)C(C)C)C2=C(C=CC=C2)O ethyl 2-(3-((4-(4-(2-(3-(3-amino-6-(2-hydroxyphenyl)pyridazin-4-yl)-3,8-diazabicyclo[3.2.1]octan-8-yl)pyrimidin-5-yl)piperidin-1-yl)cyclohexyl)oxy)isoxazol-5-yl)-3-methylbutanoate